4-chloro-7-cyclopropyl-quinoline ClC1=CC=NC2=CC(=CC=C12)C1CC1